C12(CC3CC(CC(C1)C3)C2)NS(=O)(=O)C2=CC=C(CCNC(C3=C(C=CC=C3)OC)=O)C=C2 N-(4-(N-((3R,5R)-adamantan-1-yl)aminosulfonyl)phenethyl)-2-methoxybenzamide